O=C1N(CCC(N1)=O)C=1C=C(C(=O)OCC2=CC=CC=C2)C=CC1OC Benzyl 3-(2,4-dioxotetrahydropyrimidin-1(2H)-yl)-4-methoxybenzoate